tert-butyl (E)-(3-fluoro-2-(((2-(2,2,4-trimethylpyrrolidin-1-yl)benzo[d]oxazol-6-yl)oxy)methyl)allyl)carbamate F/C=C(\CNC(OC(C)(C)C)=O)/COC1=CC2=C(N=C(O2)N2C(CC(C2)C)(C)C)C=C1